FC1=C(OC2=CC(=NC3=CC(=C(C=C23)OCCOC)OCCOC)/C(=C/C(=O)O)/C(NC(N)=O)=O)C(=CC(=C1)[N+](=O)[O-])F 4-(2,6-difluoro-4-nitrophenoxy)-6,7-bis(2-methoxyethoxy)quinolineMaleuric acid